ClC=1C2=C(N=CN1)N(C=C2I)C2CCC1(CCN(CC1)C(=O)OCC1=CC=CC=C1)CC2 benzyl 9-(4-chloro-5-iodo-7H-pyrrolo[2,3-d]pyrimidin-7-yl)-3-azaspiro[5.5]undecane-3-carboxylate